ClC=1C=2N(C=CN1)C(=CN2)C2=CC=C(C=C2)OCC#C 8-Chloro-3-(4-prop-2-ynoxyphenyl)imidazo[1,2-a]pyrazine